ClC1=CC(=C(C=C1)C1=NC(=CN2C1=NC(=C(C2=O)C)C)C2CC(OCC2)C2=CN(C(C=C2)=O)CC(F)F)F 9-(4-chloro-2-fluoro-phenyl)-7-[2-[1-(2,2-difluoroethyl)-6-keto-3-pyridyl]tetrahydropyran-4-yl]-2,3-dimethyl-pyrazino[1,2-a]pyrimidin-4-one